1-(8-bromo-5-chloro-4-(difluoromethoxy)-2-(((5-methylisoxazol-3-yl)methyl)sulfinyl)quinolin-3-yl)-2-methylpropan-1-one BrC=1C=CC(=C2C(=C(C(=NC12)S(=O)CC1=NOC(=C1)C)C(C(C)C)=O)OC(F)F)Cl